BrC1=CC=C(C(=O)C2=CC(=CC=C2)C(C2=CC=C(C=C2)Br)=O)C=C1 1,3-bis(4-bromobenzoyl)benzene